(((3-bromo-4-fluorophenyl)amino)methylene)-2,2-dimethyl-1,3-dioxane-4,6-dione BrC=1C=C(C=CC1F)NC=C1C(OC(OC1=O)(C)C)=O